allyl chloride Palladium [Pd].C(C=C)Cl